CC(C(=O)ON1C(C(CCC1=O)N1C(C2=CC=CC(=C2C1)NC(CCCCOC1=CC2=C(N(C=N2)C2=CC=C(C=C2)NC(=O)NC2=NOC(=C2)C(C)(C)C)C=C1)=O)=O)=O)CC (3-(4-(5-((1-(4-(3-(5-(tert-butyl) isoxazol-3-yl) ureido) phenyl)-1H-benzo[d]imidazol-5-yl) oxy) pentanoylamino)-1-oxoisoindol-2-yl)-2,6-dioxopiperidin-1-yl) methylbutyrate